O-(3,4-dihydroxybenzoyl)-L-allothreonine OC=1C=C(C(=O)O[C@H]([C@H](N)C(=O)O)C)C=CC1O